C(C)NC(=O)NCC1=CC=C(C=C1)F 1-ethyl-3-[(4-fluorophenyl)methyl]urea